N(=[N+]=[N-])C[C@@H]1[C@H](CN(CC1)C(=O)OC(C)(C)C)O (3R,4R)-tert-Butyl 4-(azidomethyl)-3-hydroxypiperidine-1-carboxylate